C1(CC1)C1=CC=CC=2C(=NC(OC21)(C)C)C=2C=NN1C2C=CC(=C1C)C 8-cyclopropyl-4-(6,7-dimethylpyrazolo[1,5-a]pyridin-3-yl)-2,2-dimethyl-2H-benzo[e][1,3]oxazine